ClC=1C=C(C=NC1OCC1CC1)NC1=NC=NC2=CC=C(C=C12)O[C@@H]1CN(CC1)C(C=C)=O 1-[(3S)-3-[4-[[5-chloro-6-(cyclopropylmethoxy)-3-pyridyl]amino]quinazolin-6-yl]oxypyrrolidin-1-yl]prop-2-en-1-one